COC(=O)C1=CC=C2C(=CC(=NC2=C1)C1=CC(=CC=C1)C#N)Cl 4-Chloro-2-(3-cyanophenyl)quinoline-7-carboxylic acid methyl ester